N,N-dimethylglucamine CN(C[C@H](O)[C@@H](O)[C@H](O)[C@H](O)CO)C